4-(azetidin-1-ylsulfonyl)-N-(3-(N-(tert-butyl)sulfamoyl)phenyl)-2-(6-azaspiro[2.5]oct-6-yl)benzamide N1(CCC1)S(=O)(=O)C1=CC(=C(C(=O)NC2=CC(=CC=C2)S(NC(C)(C)C)(=O)=O)C=C1)N1CCC2(CC2)CC1